ClC1=NN2C(N=CC3=C2C2(CC2)CC3)=C1 2-chloro-6,7-dihydrospiro[cyclopenta[e]pyrazolo[1,5-a]pyrimidine-8,1'-cyclopropane]